BrC=1C(N(C(=CC1OCC1=NC(=CC(=C1)C)F)C)C1=CC(=NC=C1C)C1=NC(=CC=C1)C(C)(C)O)=O (P)-3-bromo-4-((6-fluoro-4-methylpyridin-2-yl)methoxy)-6''-(2-hydroxypropan-2-yl)-5',6-dimethyl-2H-[1,4':2',2''-terpyridin]-2-one